1-Chloro-4-ethoxy-2-fluoro-3-iodobenzene ClC1=C(C(=C(C=C1)OCC)I)F